(+)-3-(2,3-difluorophenyl)-3-methoxypyrrolidine fumarate C(\C=C\C(=O)O)(=O)O.FC1=C(C=CC=C1F)C1(CNCC1)OC